(rac)-[6-amino-5-(1-phenylethoxy)pyridin-3-yl]boronic acid NC1=C(C=C(C=N1)B(O)O)O[C@H](C)C1=CC=CC=C1 |r|